COC1=CC=C(C=C1)C=1C(=NC=CN1)N 3-(4-methoxyphenyl)pyrazin-2-amine